2-Fluoro-2-butene-1,4-sultone FC=1CS(=O)(=O)OCC1